[[(2,6-dinitrobenzyl)oxy]carbonyl]propylamine [N+](=O)([O-])C1=C(COC(=O)CCCN)C(=CC=C1)[N+](=O)[O-]